COC(CCCCCCCNC(CCCC(CN1C[C@@H]([C@@H](CC1)NC(=O)OCC1=CC=CC=C1)OC)C)=O)=O 8-(6-((3S,4R)-4-(((benzyloxy)carbonyl)amino)-3-methoxypiperidin-1-yl)-5-methylhexanamido)octanoic acid methyl ester